2-chloro-N,N,N-trimethyl-ethyl-ammonium chloride [Cl-].ClCC[N+](C)(C)C